C1(=CC=CC=C1)C=1C(=C(C=2CC3=CC=CC=C3C2C1)N(C1=C(C=CC=C1)C=1C(=CC=CC1)C1=CC=CC=C1)C1=C(C=CC=C1)C1=CC=CC=2SC3=C(C21)C=CC=C3)C3=CC=CC=C3 (diphenylfluorenyl)(dibenzothiophenylphenyl)(terphenylyl)amine